4-(2-fluorophenyl)-2-[(3R)-3-methylmorpholin-4-yl]-8-[1-(tetrahydro-2H-pyran-2-yl)-1H-pyrazol-5-yl]-1,7-naphthyridine FC1=C(C=CC=C1)C1=CC(=NC2=C(N=CC=C12)C1=CC=NN1C1OCCCC1)N1[C@@H](COCC1)C